Cl.COC[C@H]1C[C@@H](CN1)N1N=C(C=2C(=NC=CC21)N)C#CC2=CC1=C(NC(=N1)C)C=C2 1-((3S,5R)-5-(methoxymethyl)pyrrolidin-3-yl)-3-((2-methyl-1H-benzo[d]imidazol-5-yl)ethynyl)-1H-pyrazolo[4,3-c]pyridin-4-amine hydrochloride